((4-hydroxybutyl)azanediyl)bis(hexane-6,1-diyl) bis(4,4-bis((3,7-dimethyloct-6-en-1-yl)thio)butanoate) CC(CCSC(CCC(=O)OCCCCCCN(CCCCCCOC(CCC(SCCC(CCC=C(C)C)C)SCCC(CCC=C(C)C)C)=O)CCCCO)SCCC(CCC=C(C)C)C)CCC=C(C)C